4-chloro-N-methyl-N-(piperidin-4-yl)benzenesulfonamide ClC1=CC=C(C=C1)S(=O)(=O)N(C1CCNCC1)C